C(C)(C)(C)OC(=O)N1CCC(CC1)CNCC1=C(C=C(C=C1)Cl)OCC1CC1.C(C)(C)(C)C=1C=C(C=CC1)CC meta-tertiary butyl-ethylbenzene tert-butyl-4-(((4-chloro-2-(cyclopropylmethoxy)benzyl)amino)methyl)piperidine-1-carboxylate